N-(4-((R)-2-(4-Chloro-2-fluorophenyl)propyl)-6-(((R)-1-hydroxy-4-methylpentan-2-yl)amino)-1,3,5-triazin-2-yl)methanesulfonamide ClC1=CC(=C(C=C1)[C@@H](CC1=NC(=NC(=N1)N[C@@H](CO)CC(C)C)NS(=O)(=O)C)C)F